C(C)(C)(C)OC(=O)N1CC2(CCC(C1)C2)C(=O)O 3-[(tert-butoxy)carbonyl]-3-azabicyclo[3.2.1]Octane-1-carboxylic acid